C(C1=CC=CC=C1)[SH+]C benzyl-methylsulfonium